C(OCC12CCC(CC1)(C2)CC=O)([2H])([2H])[2H] 2-(4-((methoxy-d3)methyl)Bicyclo[2.2.1]heptan-1-yl)acetaldehyde